Racemic-1-(2,2-difluoroethyl)-N-(1-(5-phenyl-1,3,4-thiadiazol-2-yl)ethyl)-1H-1,2,3-triazole-4-carboxamide FC(CN1N=NC(=C1)C(=O)N[C@H](C)C=1SC(=NN1)C1=CC=CC=C1)F |r|